P(=O)(O)(O)OC[C@@H]1[C@H]([C@H]([C@@H](O1)N1C=NC=2C(O)=NC=NC12)O)O (inosine) 5'-phosphate